C1S(CC12CNC2)(=O)=O 2lambda6-thia-6-azaspiro[3.3]heptane-2,2-dione